C(C)(C)(C)OC(=O)N1CC(C1)(C1=CNC2=CC=CC(=C12)OC)O tert-Butyl-3-hydroxy-3-(4-methoxy-1H-indol-3-yl)azetidine-1-carboxylate